(S)-7-(((tert-butyldimethylsilyl)oxy)methyl)-4-(cyclopropylethynyl)-4-(trifluoromethyl)-3,4-dihydroquinazolin-2(1H)-one [Si](C)(C)(C(C)(C)C)OCC1=CC=C2[C@](NC(NC2=C1)=O)(C(F)(F)F)C#CC1CC1